4-(4-(((endo)-2-azabicyclo[2.1.1]hexan-5-yl)amino)-3-amino-6-chloro-2-(3-(dimethylamino)azetidin-1-yl)-8-fluoroquinolin-7-yl)naphthalen-2-ol C12NCC(C1NC1=C(C(=NC3=C(C(=C(C=C13)Cl)C1=CC(=CC3=CC=CC=C13)O)F)N1CC(C1)N(C)C)N)C2